octyltin trilaurate C(CCCCCCCCCCC)(=O)[O-].C(CCCCCCCCCCC)(=O)[O-].C(CCCCCCCCCCC)(=O)[O-].C(CCCCCCC)[Sn+3]